ClC1=CC=C(C(=N1)C(=O)O)NC(C)C1=CC(=CN2C1=NC(=C(C2=O)C#N)N2CCCCC2)C 6-chloro-3-((1-(3-cyano-7-methyl-4-oxo-2-(piperidin-1-yl)-4H-pyrido[1,2-a]pyrimidin-9-yl)ethyl)amino)picolinic acid